C(=CC)N(C(CC)=O)CC1=CC=C(C=C1)C1=NOC(=N1)C(F)(F)F N-propenyl-N-[[4-[5-(trifluoromethyl)-1,2,4-oxadiazol-3-yl]phenyl]methyl]propanamide